phenoxyacetyl Chloride O(C1=CC=CC=C1)CC(=O)Cl